1-(7-bromo-1-methyl-indazol-3-yl)-3-[(4-methoxyphenyl)-methyl]hexahydropyrimidine-2,4-dione BrC=1C=CC=C2C(=NN(C12)C)N1C(N(C(CC1)=O)CC1=CC=C(C=C1)OC)=O